COC1=C(SC=C1OC)N1C=NC2=C1C=CC=C2 1-(3,4-Dimethoxythiophen-2-yl)-1H-benzimidazole